ClC=1C=C(C=NC1C=1C=NN(C1)C1CC1)NC(=O)C=1C=NN(C1C(F)(F)F)C1=C2C=CNC(C2=CC=C1)=O N-(5-chloro-6-(1-cyclopropyl-1H-pyrazol-4-yl)pyridin-3-yl)-1-(1-oxo-1,2-dihydroisoquinoline-5-yl)-5-(trifluoromethyl)-1H-pyrazole-4-carboxamide